2,3-dichloro-5-nitro-pyridine ClC1=NC=C(C=C1Cl)[N+](=O)[O-]